FC(C(=O)O)(C1CCC(CC1)F)F 2,2-difluoro-2-(4-fluorocyclohexyl)acetic acid